2-{[2-({6-[4-(5-chloro-2-fluorobenzenesulfonamido)phenyl]-3-methyl-1H-pyrazolo[3,4-d]pyrimidin-4-yl}amino)ethyl](methyl)amino}ethyl 3-methylbutanoate CC(CC(=O)OCCN(C)CCNC1=C2C(=NC(=N1)C1=CC=C(C=C1)NS(=O)(=O)C1=C(C=CC(=C1)Cl)F)NN=C2C)C